NCOCCN1C(=CC(C(=C1)OCC1=CC=CC=C1)=O)CO 1-(2-aminomethoxyethyl)-2-hydroxymethyl-5-benzyloxypyridin-4-one